1-phenethyl-N-(pyridin-2-yl)-9H-pyrido[3,4-b]indol-3-amide C(CC1=CC=CC=C1)C1=NC(=CC2=C1NC1=CC=CC=C21)C(=O)NC2=NC=CC=C2